2-[4-[(3s)-1-[(1,1-dimethylethoxy)carbonyl]-3-piperidinyl]phenyl]-2H-indazole-7-carboxylic acid methyl ester COC(=O)C1=CC=CC2=CN(N=C12)C1=CC=C(C=C1)[C@H]1CN(CCC1)C(=O)OC(C)(C)C